BrC1=C(C=CC=2C(N(S(C21)(=O)=O)C)=O)OC=2C=C(C#N)C=C(C2)F 3-((7-bromo-2-methyl-1,1-dioxo-3-oxo-2,3-dihydrobenzo[d]isothiazol-6-yl)oxy)-5-fluorobenzonitrile